(S)-quinuclidin-3-yl((R)-6-(3-ethylphenyl)-2,2-dimethyl-1,2,3,4-tetrahydronaphthalen-1-yl)carbamate N12C[C@H](C(CC1)CC2)OC(N[C@@H]2C(CCC1=CC(=CC=C21)C2=CC(=CC=C2)CC)(C)C)=O